(1R)-1-{5-[4-(difluoromethoxy)phenyl]-1,2,4-oxadiazol-3-yl}-6-azaspiro[2.5]octane-6-sulfonamide FC(OC1=CC=C(C=C1)C1=NC(=NO1)[C@@H]1CC12CCN(CC2)S(=O)(=O)N)F